(1R,3S)-3-(3,4-dichlorophenyl)-N-methyl-2,3-dihydro-1H-inden-1-amine ClC=1C=C(C=CC1Cl)[C@@H]1C[C@H](C2=CC=CC=C12)NC